tert-butyl 3-{[(3aR,4S,6R,6aS)-6-{4-amino-5-bromopyrrolo[2,3-d]pyrimidin-7-yl}-2,2-dimethyl-tetrahydro-3aH-cyclopenta[d][1,3]dioxol-4-yl]methyl}azetidine-1-carboxylate NC=1C2=C(N=CN1)N(C=C2Br)[C@@H]2C[C@@H]([C@@H]1[C@H]2OC(O1)(C)C)CC1CN(C1)C(=O)OC(C)(C)C